O[C@@H]1C[C@H](N(C1)C([C@@H](C(C)C)C1=CC(=NO1)OCCCCCC(=O)OC(C)(C)C)=O)NC(=O)[C@@H](C)C1=CC=C(C=C1)C1=C(N=CS1)C tert-Butyl 6-((5-((S)-1-((2S,4R)-4-hydroxy-2-(((S)-1-(4-(4-methylthiazol-5-yl)phenyl)ethyl)formamido)pyrrolidin-1-yl)-3-methyl-1-oxobutan-2-yl)isoxazol-3-yl)oxy)hexanoate